2-(benzyloxycarbonylamino)-2-(3-(4-(3,4-dichlorobenzoyl)piperazin-1-yl)propyl)-6-(4,4,5,5-tetramethyl-1,3,2-dioxaborolan-2-yl)hexanoic acid tert-butyl ester C(C)(C)(C)OC(C(CCCCB1OC(C(O1)(C)C)(C)C)(CCCN1CCN(CC1)C(C1=CC(=C(C=C1)Cl)Cl)=O)NC(=O)OCC1=CC=CC=C1)=O